FC=1C=NN(C1N)C 4-Fluoro-1-methyl-1H-pyrazol-5-amine